2-(4-methylpiperazin-1-yl)-3-phenylpropanoic acid CN1CCN(CC1)C(C(=O)O)CC1=CC=CC=C1